4-(4-(2,5-Diazabicyclo[2.2.2]octan-2-yl)-2-(((S)-1-(methyl-d3)pyrrolidin-2-yl)methoxy)-5,8-dihydropyrido[3,4-d]pyrimidin-7(6H)-yl)-5,6-difluoronaphthalen-2-ol C12N(CC(NC1)CC2)C=2C1=C(N=C(N2)OC[C@H]2N(CCC2)C([2H])([2H])[2H])CN(CC1)C1=CC(=CC2=CC=C(C(=C12)F)F)O